ClC=1C=C2C(=CC1)NC(C21CCN(CC1)CCOC1=CC=C(C=C1)S(=O)(=O)C1CC1)=O 5-chloro-1'-{2-[4-(cyclopropane-sulfonyl)phenoxy]ethyl}-1,2-dihydrospiro[indole-3,4'-piperidin]-2-one